N=1C=CN2C1CCC(C2)COC2=NC=C(C#N)C=C2 6-((5,6,7,8-tetrahydroimidazo[1,2-a]pyridin-6-yl)methoxy)nicotinonitrile